O=C1NC(CCC1N1C(C2=CC=CC(=C2C1=O)OC[C@@H]1CN(CCC1)C(=O)OC(C)(C)C)=O)=O tert-butyl (3S)-3-([[2-(2,6-dioxopiperidin-3-yl)-1,3-dioxoisoindol-4-yl]oxy]methyl)piperidine-1-carboxylate